5-(p-chlorophenyl)-6-{1-[2-(methylsulfonyloxy)-1-phenylethyl]-1H-pyrazol-4-yl}-4-pyrimidinylamine ClC1=CC=C(C=C1)C=1C(=NC=NC1C=1C=NN(C1)C(COS(=O)(=O)C)C1=CC=CC=C1)N